(R)-4,4-Difluoro-1-(5-fluoro-1-((5-methyl-1,3,4-thiadiazol-2-yl)methyl)-1H-benzo[d]imidazol-2-yl)piperidin-3-amin FC1([C@@H](CN(CC1)C1=NC2=C(N1CC=1SC(=NN1)C)C=CC(=C2)F)N)F